(3R)-3-{[5-(2,5-dicyanophenyl)-1-trityl-1H-indazol-3-yl]carbamoyl}piperidine-1-carboxylic acid tert-butyl ester C(C)(C)(C)OC(=O)N1C[C@@H](CCC1)C(NC1=NN(C2=CC=C(C=C12)C1=C(C=CC(=C1)C#N)C#N)C(C1=CC=CC=C1)(C1=CC=CC=C1)C1=CC=CC=C1)=O